(R)-benzyl 4-(2,3-dihydroxypropyl)piperidine-1-carboxylate O[C@H](CC1CCN(CC1)C(=O)OCC1=CC=CC=C1)CO